C(C)(C)(C)OC(NC(CN1C(=C(C2=C1N=CN=C2Cl)Br)C(OCC)OCC)COC)=O (1-(5-bromo-4-chloro-6-(diethoxymethyl)-7H-pyrrolo[2,3-d]pyrimidin-7-yl)-3-methoxypropan-2-yl)carbamic acid tert-butyl ester